4-[(1S)-1-[[4-[4-(3-chlorophenoxy)-1-piperidinyl]tetrahydropyran-4-carbonyl]amino]ethyl]benzoic acid ClC=1C=C(OC2CCN(CC2)C2(CCOCC2)C(=O)N[C@@H](C)C2=CC=C(C(=O)O)C=C2)C=CC1